[Li+].C([O-])([O-])=O.[Li+] Lithium carbonate lithium